FC([C@@](C(=O)O)(C1=CC=CC=C1)OC)(F)F (S)-3,3,3-trifluoro-2-methoxy-2-phenylpropionic acid